Ethyl 2-(2-aminoethyl)-1-oxo-1,2,3,4-tetrahydroisoquinoline-7-carboxylate NCCN1C(C2=CC(=CC=C2CC1)C(=O)OCC)=O